(2R)-(6-hydroxy-2,5,7,8-tetramethylchroman-2-yl)(piperazin-1-yl)methanone OC=1C(=C2CC[C@](OC2=C(C1C)C)(C)C(=O)N1CCNCC1)C